ClC=1C(=CC(=C(OC=2C(=NC(=NC2)N)N)C1)C(C)(C)F)OC 5-[5-Chloro-2-(1-fluoro-1-methyl-ethyl)-4-methoxy-phenoxy]-pyrimidine-2,4-diamine